NCCCC(=O)N1CCN(CC1)C(=O)OCC1=CC=CC=C1 Benzyl 4-(4-aminobutanoyl)piperazine-1-carboxylate